[2H]C(NC)CC1=CNC2=CC=CC=C12 α-monodeutero-N-methyltryptamine